N-(1-((cyclobutylmethyl)sulfonyl)piperidin-4-yl)-6-cyclopropyl-8-(2-(2-methoxyethyl)-2-azaspiro[3.3]heptan-6-yl)pyrido[3,4-d]pyrimidin-2-amine C1(CCC1)CS(=O)(=O)N1CCC(CC1)NC=1N=CC2=C(N1)C(=NC(=C2)C2CC2)C2CC1(CN(C1)CCOC)C2